CN(C1CCN(CC1)C1=NC=2N(C=C1)N=CC2C(=O)OCC)C 1-Ethyl 5-[4-(dimethylamino)-1-piperidyl]pyrazolo[1,5-a]pyrimidine-3-carboxylate